CC1=NN(C(=C1B1OC(C(O1)(C)C)(C)C)C)C1CCOCC1 3,5-dimethyl-1-(tetrahydro-2H-pyran-4-yl)-4-(4,4,5,5-tetramethyl-1,3,2-dioxaborolan-2-yl)-1H-pyrazole